6-fluoro-5-(3-isopropyl-5-(piperidin-4-yl)-1H-indol-2-yl)-2-methylpyrazolo[1,5-a]pyrimidine FC=1C(=NC=2N(C1)N=C(C2)C)C=2NC1=CC=C(C=C1C2C(C)C)C2CCNCC2